OC1=C(C=C(C=C1)O)[N+](=O)[O-] 2,5-dihydroxynitrobenzene